CC(C(=O)O)(\C=C\CC(=O)O)C1=CC=CC=C1 2-methyl-2-phenyl-trans-3-hexenedioic acid